BrC1=CN=C2C(=C(C(=NC2=C1)Cl)C(=O)OCC)N[C@@](CO[Si](C)(C)C(C)(C)C)(CCCC)C ethyl (R)-7-bromo-4-((1-((tert-butyldimethylsilyl) oxy)-2-methylhexan-2-yl) amino)-2-chloro-1,5-naphthyridine-3-carboxylate